CC(C(=O)N1N=C(C(=C1N(C)CC1=CC=CC=C1)C)C1C(N(CCC1)C(=O)N1CCCC1)=O)(C)C 4-({[1-(2,2-Dimethylpropanoyl)-4-methyl-3-[2-oxo-1-(pyrrolidin-1-carbonyl)piperidin-3-yl]-1H-pyrazol-5-yl](methyl)amino}methyl)benzol